NC(CC(CCCCCCCCCCCCCCC)O)O Amino-1,3-octadecanediol